4-amino-3-fluorobenzenesulphonate NC1=C(C=C(C=C1)S(=O)(=O)[O-])F